O1C(CC1)CN1C=NC=2C1=NC(=CC2)C(=O)O 3-(oxetan-2-ylmethyl)-3H-imidazo[4,5-b]pyridine-5-carboxylic acid